phenyl (4-(azetidin-1-ylmethyl)-3-(trifluoromethyl)phenyl)carbamate N1(CCC1)CC1=C(C=C(C=C1)NC(OC1=CC=CC=C1)=O)C(F)(F)F